butyl 2,2-dimethyl-4-(3-methylsulfonyloxypropyl)pyrrolidine-1-carboxylate CC1(N(CC(C1)CCCOS(=O)(=O)C)C(=O)OCCCC)C